ClC=1C=C(OC2=C(C=C(C=C2)NC(CC=2C=C(C(=O)N(C)CCOC)C=CC2)=O)S(N)(=O)=O)C=CC1 3-(2-[4-(3-chlorophenoxy)-3-sulfamoylphenyl]amino-2-oxoethyl)-N-(2-methoxyethyl)-N-methylbenzamide